2-oxo-1H-benzimidazole-1-carboxamide hydrochloride Cl.O=C1NC2=C(N1C(=O)N)C=CC=C2